5-((1H-pyrazol-5-yl)amino)-3-(cyclohex-1-en-1-yl)-6-(4-methoxyphenyl)-2-phenylpyrazolo[1,5-a]pyrimidin-7(4H)-one N1N=CC=C1NC=1NC=2N(C(C1C1=CC=C(C=C1)OC)=O)N=C(C2C2=CCCCC2)C2=CC=CC=C2